(S)-2-amino-3-methylbutanoic acid tert-butyl ester hydrochloride Cl.C(C)(C)(C)OC([C@H](C(C)C)N)=O